CC=1N(C=C(N1)C=O)COCC[Si](C)(C)C 2-Methyl-1-((2-(trimethylsilyl)ethoxy)methyl)-1H-imidazole-4-carbaldehyde